[2-[4-[[4-[3-(2,4-dioxohexahydropyrimidin-1-yl)-7-fluoro-1-methyl-indazol-6-yl]piperazin-1-yl]methyl]-1-piperidyl]-2-oxo-ethyl] (4-nitrophenyl) carbonate C(OCC(=O)N1CCC(CC1)CN1CCN(CC1)C1=CC=C2C(=NN(C2=C1F)C)N1C(NC(CC1)=O)=O)(OC1=CC=C(C=C1)[N+](=O)[O-])=O